CN(C)C[C-]1C=CC=C1.C[Si]([C-]1C=CC=C1)(C)C.[Fe+2] 1-dimethylaminomethyl-1'-(trimethylsilyl)ferrocene